2-(tert-butoxycarbonylamino)-2-cyclohexyl-acetic acid C(C)(C)(C)OC(=O)NC(C(=O)O)C1CCCCC1